C(C)(C)(C)OC(=O)N1CCN(CC1)C1=NC(=NC(=N1)C1=CC=C(C=C1)N)N1CCOCC1 4-(4-(4-aminophenyl)-6-morpholinyl-1,3,5-triazin-2-yl)piperazine-1-carboxylic acid tert-butyl ester